benzyl 2-(10-hydroxy-1,9-dioxo-2-(2-(phenylsulfonyl)ethyl)-1,2,3,4,5,9-hexahydropyrimido[1,6-a][1,4]diazepin-7-yl)pyrrolidine-1-carboxylate OC=1C(N=C(N2C1C(N(CCC2)CCS(=O)(=O)C2=CC=CC=C2)=O)C2N(CCC2)C(=O)OCC2=CC=CC=C2)=O